OC=1C=C(C=CC1O)C1OC=2C=C(C=C(C2CC1O)O)O 2-(3,4-Dihydroxyphenyl)chroman-3,5,7-triol